C1(CCC1)N[C@@H]1CN(CC1)C(=O)OCC1=CC=CC=C1 benzyl (3S)-3-(cyclobutylamino)pyrrolidine-1-carboxylate